C(\C=C/C(=O)[O-])(=O)OCC=C mono-allyl maleate